(R)-1-cyclopentyl-3-(5-(5-(difluoromethyl)-1,2,4-oxadiazol-3-yl)-2,3-dihydro-1H-inden-1-yl)urea C1(CCCC1)NC(=O)N[C@@H]1CCC2=CC(=CC=C12)C1=NOC(=N1)C(F)F